ethyl 4-bromobenzoyl formate CCOC(=O)C(=O)C1=CC=C(C=C1)Br